CC1=C2C=C(N(C2=CC=C1CN1CCC2(CN(C2)C2=NC=NC3=CC=C(C=C23)CC(F)(F)F)CC1)C[C@H](C)N1CCN(CCC1)S(=O)(=O)C)C#N 4-Methyl-1-{(2s)-2-[4-(methylsulfonyl)-1,4-diazepan-1-yl]propyl}-5-({2-[6-(2,2,2-trifluoroethyl)quinazolin-4-yl]-2,7-diazaspiro[3.5]non-7-yl}methyl)-1H-indole-2-carbonitrile